S1N=CC2=C1C(=CC=C2)C(C)OC2=CC(=CC=1N2C(=CN1)C#N)C=1N=NN(C1C)C1CCN(CC1)C(=O)OC(C)(C)C tert-Butyl 4-[4-[5-[1-(1,2-benzothiazol-7-yl)ethoxy]-3-cyano-imidazo[1,2-a]pyridin-7-yl]-5-methyl-triazol-1-yl]piperidine-1-carboxylate